1-(4-chlorophenyl)-2-[5-(chloromethyl)-2H-1,2,3,4-tetrazol-2-yl]ethan ClC1=CC=C(C=C1)CCN1N=C(N=N1)CCl